N=1N(N=CC1)C=1C=CC(=NC1)CC=1OC=C(N1)C(=O)NC1C(C1)C1=CC=CC=C1 2-((5-(2H-1,2,3-triazol-2-yl)pyridin-2-yl)methyl)-N-(2-phenylcyclopropyl)oxazole-4-carboxamide